N-(2-Cyanopyridin-3-yl)-2-((3-(2,6-dioxopiperidin-3-yl)-1-methyl-1H-indazol-7-yl)oxy)acetamide C(#N)C1=NC=CC=C1NC(COC=1C=CC=C2C(=NN(C12)C)C1C(NC(CC1)=O)=O)=O